6-(dihydroxymethyl)-2-(4-fluorophenyl)pyrimidine 1-oxide OC(C1=CC=NC(=[N+]1[O-])C1=CC=C(C=C1)F)O